C(C)OC1=C(C=C(C=C1C)C=1C=C2CC([C@H](C2=CC1)NC(O[C@@H]1CN2CCC1CC2)=O)(C)C)C (S)-quinuclidin-3-yl ((R)-5-(4-ethoxy-3,5-dimethylphenyl)-2,2-dimethyl-2,3-dihydro-1H-inden-1-yl)carbamate